methyl (S)-2-((tert-butoxycarbonyl)amino)-3-(3-hydroxy-4-methoxy-5-(4,4,5,5-tetramethyl-1,3,2-dioxaborolan-2-yl)phenyl)propanoate C(C)(C)(C)OC(=O)N[C@H](C(=O)OC)CC1=CC(=C(C(=C1)B1OC(C(O1)(C)C)(C)C)OC)O